C1=CC=CC=2C3=CC=CC=C3C(C12)COC(=O)NCC(=O)O N-[(9H-fluoren-9-ylmethoxy)carbonyl]-L-glycine